3-[(3-fluoro-2-methoxyphenyl)amino]-2-{3-[3-methyl-3-(methylamino)but-1-yn-1-yl]pyridin-4-yl}-1H,5H,6H,7H-pyrrolo[3,2-c]pyridin-4-one FC=1C(=C(C=CC1)NC1=C(NC2=C1C(NCC2)=O)C2=C(C=NC=C2)C#CC(C)(NC)C)OC